5-phenylpyrazolo[1,5-a]pyrimidin-7-ol C1(=CC=CC=C1)C1=NC=2N(C(=C1)O)N=CC2